[C-]#N.C[NH+]1CC(CC1)C 1,3-Dimethylpyrrolidinium cyanid